C(C)(C)(C)OC(=O)N1[C@H](CC(C1)=O)C(NC1=C(C=CC(=C1)C(CCC1CC1)(C1=CC=NC=C1)NS(=O)(=O)C(C)(C)C)F)=O (R)-2-(5-(3-cyclopropyl-1-((R)-1,1-Dimethylethylsulfonamido)-1-(pyridin-4-yl)propyl)-2-fluorophenylcarbamoyl)-4-oxopyrrolidine-1-carboxylic acid tert-butyl ester